C(C)(C)(C)OC(N(CC1=CC=C(C=C1)C1=NC=CC=C1)C1=CC(=NC=2N1N=CC2C2CC2)N2C(C[C@@H](C2)N)=O)=O (S)-(5-(4-amino-2-oxopyrrolidin-1-yl)-3-cyclopropylpyrazolo[1,5-a]pyrimidin-7-yl)(4-(pyridin-2-yl)benzyl)carbamic acid tert-butyl ester